BrC1=C(OC=2C1=NC(=CC2SC)Cl)C[C@H]([C@H](C)F)NC(OC(C)(C)C)=O tert-butyl N-[(2R,3S)-1-[3-bromo-5-chloro-7-(methylsulfanyl)furo[3,2-b]pyridin-2-yl]-3-fluorobutan-2-yl]carbamate